N-(m-fluorophenyl)methyl-(5s,8s)-8-[1-(2-hydroxyethyl)-4-pyrazolylamino]-2-aza-2-spiro[4.5]decanecarboxamide FC=1C=C(C=CC1)CNC(=O)N1CC2(CC1)CCC(CC2)NC=2C=NN(C2)CCO